1'-((3,5-dichloropyridin-2-yl)methyl)-2-oxospiro[indoline-3,4'-piperidine]-5-carboxylic acid ClC=1C(=NC=C(C1)Cl)CN1CCC2(CC1)C(NC1=CC=C(C=C12)C(=O)O)=O